4-[7-(benzyloxy)-[1,2,4]triazolo[4,3-A]pyridin-3-yl]-6-(furan-2-yl)pyrimidin-2-amine C(C1=CC=CC=C1)OC1=CC=2N(C=C1)C(=NN2)C2=NC(=NC(=C2)C=2OC=CC2)N